OC1=C(C(N(C=C1)C)=O)NC(N[C@@H](CC(=O)O)C1=NC(=CC=C1)C1=CC=CC=C1)=O (S)-3-(3-(4-hydroxy-1-methyl-2-oxo-1,2-dihydropyridin-3-yl)ureido)-3-(6-phenylpyridin-2-yl)propanoic acid